6-[6-(2-Hydroxyethylamino)-pyrazin-2-yl]-1-methyl-3,4-dihydro-1H-chinolin-2-on OCCNC1=CN=CC(=N1)C=1C=C2CCC(N(C2=CC1)C)=O